1-((1r,4r)-4-fluoroisochroman-1-yl)-N-methyl-methylamine F[C@H]1CO[C@H](C2=CC=CC=C12)CNC